NC#CC aminopropyne